N=S(=O)CC1=CC=C(C=C1)OC1=CN=NC2=CC(=CC=C12)OC imino({4-[(7-methoxycinnolin-4-yl)oxy]phenyl})methyl-λ6-sulfanone